ClC=1SC2=C(N1)C=CC(=C2)S(=O)(=O)N(C)C 2-chloro-N,N-dimethyl-benzo[d]thiazole-6-sulfonamide